ClC=1C=CC(=C(C=O)C1)C=1C=NC(=NC1)C 5-chloro-2-(2-methylpyrimidin-5-yl)benzaldehyde